anti-acetic acid C(C)(=O)O